CN1N=C(N=N1)CNC=1C=C(C(=O)OC(C)(C)C)C=CC1[N+](=O)[O-] tert-butyl 3-(((2-methyl-2H-tetrazol-5-yl) methyl) amino)-4-nitrobenzoate